3-(4-methylpiperazin-1-yl)-N-[5-(4,4,5,5-tetramethyl-1,3,2-dioxaborolan-2-yl)pyridin-3-yl]propanamide CN1CCN(CC1)CCC(=O)NC=1C=NC=C(C1)B1OC(C(O1)(C)C)(C)C